3-(2-chloro-6-methyl-4-pyridyl)-4-methyl-aniline ClC1=NC(=CC(=C1)C=1C=C(N)C=CC1C)C